OC1=CC=C(C=C1)NC(=O)C1=CC(=NC2=CC=CC=C12)C=1OC(=CC1)C N-(4-Hydroxyphenyl)-2-(5-methylfuran-2-yl)quinoline-4-carboxamide